IC1=CC=C(C=C1)CC(C)=O 1-(4-iodophenyl)propan-2-one